Naphthyl propionate CCC(=O)OC1=CC=CC2=CC=CC=C21